C1C(CC12COC2)NC=2C1=C(N=C(N2)N2CC(C2)OC(=O)C2CCOCC2)CC[S+]1[O-] [1-[4-(6-Oxaspiro[3.3]heptan-2-ylamino)-5-oxido-6,7-dihydrothieno[3,2-d]pyrimidin-5-ium-2-yl]azetidin-3-yl]-tetrahydropyran-4-carboxylat